3-[3-({5-[6-Cyclopropyl-5-(trifluoromethyl)pyridin-3-yl]-7-({[1-(methoxymethyl)cyclopentyl]methyl}(methyl)amino)-1H-imidazo[4,5-b]pyridin-2-yl}carbamoyl)-1H-pyrazol-1-yl]propanoic acid C1(CC1)C1=C(C=C(C=N1)C1=CC(=C2C(=N1)N=C(N2)NC(=O)C2=NN(C=C2)CCC(=O)O)N(C)CC2(CCCC2)COC)C(F)(F)F